C(C)OC=1C=CC(=C(C1)N1CCN(CC1)CC1=NC2=C(N1C)C=CC=C2)C=2N=NNN2 2-[[4-[5-ethoxy-2-(2H-tetrazol-5-yl)phenyl]piperazin-1-yl]methyl]-1-methyl-benzimidazole